dimethyl-tetradecyl-amine, ammonium salt [NH4+].CN(CCCCCCCCCCCCCC)C